(P)-7-FLUORO-1-(5-FLUORO-2-METHOXY-4-((TRIFLUOROMETHYL)THIO)PHENYL)-N-(ISOXAZOL-3-YL)-2-OXO-1,2-DIHYDROQUINOLINE-6-SULFONAMIDE FC1=C(C=C2C=CC(N(C2=C1)C1=C(C=C(C(=C1)F)SC(F)(F)F)OC)=O)S(=O)(=O)NC1=NOC=C1